O1N=C(C2=C1C=CC=C2)NS(=O)(=O)C2=C(C=CC(=C2)N2N=CC=C2)OC N-(benzo[d]isoxazol-3-yl)-2-methoxy-5-(1H-pyrazol-1-yl)benzenesulfonamide